N-hydroxy-5-(((4-oxo-2-phenyl-4H-benzopyran-3-yl)oxy)methyl)isoxazole-3-carboxamide ONC(=O)C1=NOC(=C1)COC1=C(OC2=C(C1=O)C=CC=C2)C2=CC=CC=C2